((1R,4R)-4-aminocyclohexyl)methanol C1CC(CCC1CO)N